1-cyclobutyl-N-((2-((4-(5-(3,3-difluoropyrrolidin-1-yl)pyridin-3-yl)-1H-1,2,3-triazol-1-yl)methyl)imidazo[1,2-a]pyridin-6-yl)methyl)methylamine C1(CCC1)CNCC=1C=CC=2N(C1)C=C(N2)CN2N=NC(=C2)C=2C=NC=C(C2)N2CC(CC2)(F)F